C(C=C)(=O)N1CCC(CC1)C=1C(N(C=CN1)C1=NC=C(C=N1)C(F)(F)F)=O 3-(1-acryloylpiperidin-4-yl)-1-(5-(trifluoromethyl)pyrimidin-2-yl)pyrazin-2(1H)-one